2-(3,4-dichlorophenyl)-1-ethyl-4-oxo-6-[(2-oxooxazolidin-3-yl)methyl]pyridine-3-carboxylic acid ClC=1C=C(C=CC1Cl)C=1N(C(=CC(C1C(=O)O)=O)CN1C(OCC1)=O)CC